N-[(2,3-dimethyl-1H-indol-5-yl)methyl]-1-[5-(5-fluoro-2-methoxypyridin-4-yl)-1H-pyrazole-3-carbonyl]piperidine-4-carboxamide CC=1NC2=CC=C(C=C2C1C)CNC(=O)C1CCN(CC1)C(=O)C1=NNC(=C1)C1=CC(=NC=C1F)OC